4-((2,5-dimethyl-1-oxo-1,2,4,5-tetrahydro-[1,2,4]triazolo[4,3-a]quinoxalin-6-yl)amino)-N-(methyl-d3)-6-(oxetane-3-carboxamido)pyridazine-3-carboxamide CN1N=C2N(C3=CC=CC(=C3N(C2)C)NC2=C(N=NC(=C2)NC(=O)C2COC2)C(=O)NC([2H])([2H])[2H])C1=O